5-(4-((3-ethyl-8-fluoro-5-(methoxymethyl)-2,4-dioxo-1,2,3,4-tetrahydroquinazolin-7-yl)methyl)piperazin-1-yl)-N,6-dimethylpicolinamide C(C)N1C(NC2=C(C(=CC(=C2C1=O)COC)CN1CCN(CC1)C=1C=CC(=NC1C)C(=O)NC)F)=O